ClC1=CC=C(C=C1)C1(CN(C1)C=1C=2N(C=CC1)N=C(N2)NC=2C=NN(C2)CC(=O)N2CCN(CC2)C)CC#N 2-[3-(4-Chlorophenyl)-1-[2-[[1-[2-(4-methylpiperazin-1-yl)-2-oxoethyl]pyrazol-4-yl]amino]-[1,2,4]triazolo[1,5-a]pyridin-8-yl]azetidin-3-yl]acetonitril